CN1C(=NN=C1)CC1(CC(C1)C#N)C1=CC(=CC=C1)N1C(C2=CC=CC(=C2C1)C(F)(F)F)=O (1r,3r)-3-((4-methyl-4H-1,2,4-triazol-3-yl)methyl)-3-(3-(1-oxo-4-(trifluoromethyl)isoindolin-2-yl)phenyl)cyclobutane-1-carbonitrile